4-[2-(1-methylpiperidin-4-yl)ethyl]Piperazine-1,3-dicarboxylic acid 1-tert-butyl 3-oxetan-3-yl ester O1CC(C1)OC(=O)C1CN(CCN1CCC1CCN(CC1)C)C(=O)OC(C)(C)C